5-(2-methoxyphenyl)-1,3,3,7-tetramethyloctahydrobenzo[c]isoxazole COC1=C(C=CC=C1)C1CC2C(N(OC2(C)C)C)C(C1)C